BrC1=CC(=C(OCCCC(C#N)(C)C)C=C1C)C 5-(4-bromo-2,5-dimethylphenoxy)-2,2-dimethylvaleronitrile